4-(3-(5-fluoropyridin-2-yl)-1-methyl-1H-pyrazol-4-yl)-6,7-dihydro-5H-pyrrolo[3,4-b]Pyridine FC=1C=CC(=NC1)C1=NN(C=C1C1=C2C(=NC=C1)CNC2)C